(1S,2S)-2-(4-trifluoromethoxyphenyl)cyclopentan-1-ol FC(OC1=CC=C(C=C1)[C@H]1[C@H](CCC1)O)(F)F